10,12-tricosadiynamine C(CCCCCCCCC#CC#CCCCCCCCCCC)N